1-(5-(8-(Ethylamino)-6-fluoro-4-(3-(trifluoromethyl)-1H-pyrazol-1-yl)-9H-pyrido[2,3-b]indol-3-yl)pyrimidin-2-yl)-N-methoxycyclopropanecarboxamide C(C)NC=1C=C(C=C2C3=C(NC12)N=CC(=C3N3N=C(C=C3)C(F)(F)F)C=3C=NC(=NC3)C3(CC3)C(=O)NOC)F